OC(CCCCCCCCCCC(=O)OC)CCCCCC METHYL 12-HYDROXYSTEARATE